2,3-dimethyl-1-butanal CC(C=O)C(C)C